ClC1=NC(=C(C(=C1C(=O)NC=1SC(=NN1)OCC1=NC=C(C=C1)C(C)(C)OC)C1=CC=NC=C1)OC)C 2-chloro-5-methoxy-N-(5-((5-(2-methoxypropan-2-yl)pyridin-2-yl)methoxy)-1,3,4-thiadiazol-2-yl)-6-methyl-(4,4-bipyridine)-3-carboxamide